N-(6-(N-(1-methylcyclopropyl)sulfamoyl)-8-(2-oxa-7-azaspiro[3.5]nonan-7-yl)isoquinolin-3-yl)bicyclo[1.1.0]butane-1-carboxamide CC1(CC1)NS(=O)(=O)C=1C=C2C=C(N=CC2=C(C1)N1CCC2(COC2)CC1)NC(=O)C12CC2C1